CC1=C(C(=C(C1([Hf]C=1CC=2C=C3C(=CC2C1CCC)C=CC=C3)C)C)C)C pentamethylcyclopentadienyl-(1-n-propyl-benz[f]indenyl)hafnium